C[C@H]1N([C@H](CN(C1)C=1C=NC(=CC1)C(F)(F)F)C)C(=O)OC1CC2(CNC2)C1 2-azaspiro[3.3]heptan-6-yl (2R,6S)-2,6-dimethyl-4-[6-(trifluoromethyl)pyridin-3-yl]piperazine-1-carboxylate